ClC(Cl)CBr dichloromethyl-(bromo)methane